NC1=NC(=C2N=CN(C2=N1)[C@H]1C=C[C@H](C1)CO[P@](=O)(OC1=CC=CC=C1)N[C@@H](C)C(=O)OC(C)C)N Isopropyl ((S)-(((1S,4R)-4-(2,6-diamino-9H-purin-9-yl)cyclopent-2-en-1-yl)methoxy)(phenoxy)phosphoryl)-L-alaninate